4-[3-(2-methoxyethoxy)-2-nitro-anilino]cyclohexanecarboxylic acid methyl ester COC(=O)C1CCC(CC1)NC1=C(C(=CC=C1)OCCOC)[N+](=O)[O-]